S(N)(=O)(=O)NCCC1CN(C1)C1=NC=NC2=C(C=C(C=C12)OC)OC 4-(3-(2-sulfamoylaminoethyl)azetidine-1-yl)-6,8-di-methoxyquinazoline